C(C=C)CC(COCC(CCC=C)O)O allyl-2-hydroxypropylether